4-hydroxyethylpiperazine OCCN1CCNCC1